COC1=C(C=CC=C1)C(C(=O)O)CC 2-(2-Methoxyphenyl)butanoic acid